C(=C)S(=O)(=O)OC1=CC(=CC=C1)C=1N=C(C2=C(N1)C=C(S2)CN(S(=O)(=O)C=C)C)N2CCOCC2 3-(6-((N-methylvinylsulfonamido)methyl)-4-morpholinothieno[3,2-d]pyrimidin-2-yl)phenyl ethenesulfonate